7-Chloro-2-methylthiazolo[5,4-b]pyridine-6-carboxylic acid ethyl ester C(C)OC(=O)C=1C(=C2C(=NC1)SC(=N2)C)Cl